3-(5-(4-(4-(6-(6-((R)-2-(3-fluorophenyl)pyrrolidin-1-yl)imidazo[1,2-b]pyridazin-3-yl)pyridin-2-yl)piperazin-1-yl)butyl)-1H-indol-1-yl)piperidine-2,6-dione FC=1C=C(C=CC1)[C@@H]1N(CCC1)C=1C=CC=2N(N1)C(=CN2)C2=CC=CC(=N2)N2CCN(CC2)CCCCC=2C=C1C=CN(C1=CC2)C2C(NC(CC2)=O)=O